FC=1C=C(C=CC1)C1=NOC(=C1)CNC(N([C@H]1CN(CCC1)C=1N=NC=CC1)C)=O 3-{[3-(3-fluorophenyl)-1,2-oxazol-5-yl]methyl}-1-methyl-1-[(3R)-1-(pyridazin-3-yl)piperidin-3-yl]urea